CC1(N=N1)CCCSCCC(=O)OC Methyl 3-((3-(3-methyl-3H-diazirin-3-yl)propyl)thio)propanoate